iodoxybenzonitrile I(=O)(=O)C1=C(C#N)C=CC=C1